ClC=1C=2N(C=C(C1)C(=O)OC)C=CN2 methyl 8-chloroimidazo[1,2-a]pyridine-6-carboxylate